[Ag+].[N-](S(=O)(=O)C(F)(F)F)S(=O)(=O)C(F)(F)F bis(trifluoromethylsulfonyl)imide silver salt